(1R,2S)-2-(3-{[5-(cyclopropanesulfonyl)-3-methoxypyridin-2-yl]amino}-1H-indazol-6-yl)-5'-methoxyspiro[cyclopropane-1,3'-indol] C1(CC1)S(=O)(=O)C=1C=C(C(=NC1)NC1=NNC2=CC(=CC=C12)[C@@H]1C[C@@]12C=NC1=CC=C(C=C21)OC)OC